2''-(2-methylphenyl)-2'',3''-dihydrodispiro[[1,3]dioxolane-2,1'-cyclohexane-4',1''-indene] CC1=C(C=CC=C1)C1C2(C3=CC=CC=C3C1)CCC1(CC2)OCCO1